(3S)-N-cyclobutyl-3-{[5-(2,6-dimethoxyphenyl)-1-(2-methylpropyl)-1H-pyrazol-3-yl]formamido}-5-(piperidin-1-yl)pentanamide C1(CCC1)NC(C[C@H](CCN1CCCCC1)NC(=O)C1=NN(C(=C1)C1=C(C=CC=C1OC)OC)CC(C)C)=O